4-[3-(diethylamino)-propoxy]-3-methoxybenzaldehyde C(C)N(CCCOC1=C(C=C(C=O)C=C1)OC)CC